ClC1=CC=C(C=C1)C1=CC(=CC=C1)C1=C2C=3C=C4C(=CC3NC2=CC=C1)C=CC=C4 (4'-chloro-[1,1'-biphenyl]-3-yl)-5H-benzo[b]carbazole